9-[1-(2,2-difluoroethyl)-1H-pyrazolo[3,4-b]pyrazin-6-yl]-4-[5-(trifluoromethyl)pyridin-2-yl]-1-oxa-4,9-diazaspiro[5.5]undecane FC(CN1N=CC=2C1=NC(=CN2)N2CCC1(CN(CCO1)C1=NC=C(C=C1)C(F)(F)F)CC2)F